C=C(N(C(C=C)=O)C(C=C)=O)CSSCCN methylenebisacryloyl-cystamine